CN1CCN(CC1)[C@@H]1C[C@H](C1)NC1=NN2C(C=N1)=C(C=C2)C=2C=CC=1N(C2)C(=CN1)C(=O)N1CCCC1 (6-(2-((trans-3-(4-methylpiperazin-1-yl)cyclobutyl)amino)pyrrolo[2,1-f][1,2,4]triazin-5-yl)imidazo[1,2-a]pyridin-3-yl)(pyrrolidin-1-yl)methanone